6-[4-(hydroxymethyl)-5-methylpyrazol-1-yl]-N-(1-methylindazol-7-yl)pyridine-3-sulfonamide OCC=1C=NN(C1C)C1=CC=C(C=N1)S(=O)(=O)NC=1C=CC=C2C=NN(C12)C